COC1=CC(=C2C(=C1)OC(=CC2=O)C3=CC=CC=C3)O The molecule is a monohydroxyflavone that is flavone substituted by a hydroxy group at position 4 and a methoxy group at position 7 respectively. It has a role as a plant metabolite, an antidiarrhoeal drug and an antineoplastic agent. It is a monohydroxyflavone and a monomethoxyflavone. It derives from a flavone.